FC(C1=C(N=CN1)C)F 5-(difluoromethyl)-4-methyl-1H-imidazole